Bis(4-docosoxyphenyl)methanamine C(CCCCCCCCCCCCCCCCCCCCC)OC1=CC=C(C=C1)C(N)C1=CC=C(C=C1)OCCCCCCCCCCCCCCCCCCCCCC